5-ethynyl-2-((2-methoxy-4-(4-methylpiperazin-1-yl)phenyl)amino)-8-methylpyrido[2,3-d]pyrimidin-7(8H)-one C(#C)C1=CC(N(C=2N=C(N=CC21)NC2=C(C=C(C=C2)N2CCN(CC2)C)OC)C)=O